3-hydroxy-5-propyl-2-(3-methyl-6-isopropenylcyclohex-2-enyl)phenolate OC=1C(=C(C=C(C1)CCC)[O-])C1C=C(CCC1C(=C)C)C